C(CCC)OCCOCCOCCO triethylene glycol mono-normal butyl ether